[N+](=O)([O-])C1=CC=C(C=C1)CC=O 2-(4-nitrophenyl)acetaldehyde